3-Ethyl-5-(3-methylpiperazin-1-yl)-2,3-dihydro-1,4-benzodioxine C(C)C1OC2=C(OC1)C=CC=C2N2CC(NCC2)C